(S)-(5-(5-methoxypyridin-2-yl)-1,3,4-oxadiazol-2-yl)(4-(4-methylpyrazolo[1,5-a]pyridin-2-yl)-6,7-dihydro-1H-imidazo[4,5-c]pyridin-5(4H)-yl)methanone COC=1C=CC(=NC1)C1=NN=C(O1)C(=O)N1[C@@H](C2=C(CC1)NC=N2)C2=NN1C(C(=CC=C1)C)=C2